3-(2-{[(3S)-6,6-dimethylpiperidin-3-yl]amino}-5-(trifluoromethyl)pyrimidin-4-yl)-7-(pyridin-3-yl)-1H,4H,5H,6H,7H,8H-pyrrolo[2,3-c]azepin-8-one CC1(CC[C@@H](CN1)NC1=NC=C(C(=N1)C1=CNC=2C(N(CCCC21)C=2C=NC=CC2)=O)C(F)(F)F)C